ethyl (1S,3S)-3-chloro-4-oxocyclohexane-1-carboxylate Cl[C@H]1C[C@H](CCC1=O)C(=O)OCC